FC1=C(C=O)C=CC(=C1)C=1N(C=C(N1)C(F)(F)F)C 2-fluoro-4-[1-methyl-4-(trifluoromethyl)imidazol-2-yl]benzaldehyde